C(C)(C)(CC(C)(C)C)C1=CC=C(C=C1)NC1=CC=CC2=CC=CC=C12 N-(4-tert-octylphenyl)-1-naphthyl-amine